15-(Acryloyloxy)-pentadecyl methacrylat C(C(=C)C)(=O)OCCCCCCCCCCCCCCCOC(C=C)=O